(E)-1-(2,4-Dichlorophenyl)-3-[3-[(dimethylamino)methyl]-4-hydroxyphenyl]prop-2-en-1-one ClC1=C(C=CC(=C1)Cl)C(\C=C\C1=CC(=C(C=C1)O)CN(C)C)=O